N-(2-(2-guanidinoethyl)-1'-((1s,4s)-4-isopropylcyclohexyl)-3-oxo-2,3-dihydro-1H-spiro[isoquinoline-4,4'-piperidin]-7-yl)acetamide N(C(=N)N)CCN1CC2=CC(=CC=C2C2(CCN(CC2)C2CCC(CC2)C(C)C)C1=O)NC(C)=O